7-bromo-N-(4-(2-(pyrrolidin-1-yl)ethoxy)phenyl)thieno[3,2-d]pyrimidin-2-amine BrC1=CSC2=C1N=C(N=C2)NC2=CC=C(C=C2)OCCN2CCCC2